CC1=NC2CC=CC(=C2C=C1)[N+](=O)[O-] 2-methyl-5-nitro-8,8a-dihydroquinoline